2-Bromo-5-iodobenzoic acid BrC1=C(C(=O)O)C=C(C=C1)I